FC(CCO)(F)F 3,3,3-trifluoro-1-propanol